(E)-3-[3-(1H-Benzimidazol-2-ylsulfanylmethyl)-4-methoxyphenyl]-1-(2-hydroxyphenyl)prop-2-en-1-one N1C(=NC2=C1C=CC=C2)SCC=2C=C(C=CC2OC)/C=C/C(=O)C2=C(C=CC=C2)O